S1C(=CC2=C1C=CC=C2)C2=CC=C1C=CC(=CC1=C2)N(C2=CC=C(C=C2)C=2OC1=C(N2)C=CC=C1)C1=CC2=CC(=CC=C2C=C1)C=1SC2=C(C1)C=CC=C2 bis{(7-benzothien-2-yl-naphthalen-2-yl)}-(4-benzoxazol-2-yl-phenyl)amine